3-(1-methyl-6-((R)-3-methyl-4-(piperidin-4-ylmethyl)piperazin-1-yl)-1H-indazol-3-yl)piperidine-2,6-dione CN1N=C(C2=CC=C(C=C12)N1C[C@H](N(CC1)CC1CCNCC1)C)C1C(NC(CC1)=O)=O